FC(C(=O)O)(F)F.NC1=NC=NC2=C1C=1C3=C(C(NCC1N2C(C)C)=O)N(N=C3)C 11-Amino-7-isopropyl-3-methyl-3,5,6,7-tetrahydro-4H-pyrazolo[3,4-c]pyrimido[5',4':4,5]pyrrolo[3,2-e]azepin-4-one 2,2,2-trifluoroacetate